7-(8-ethyl-7-fluoro-3-hydroxynaphthalen-1-yl)-2-((1-(pyrrolidin-1-ylmethyl)cyclopropyl)methoxy-d2)-6-(trifluoromethyl)pyrido[3,4-d]Pyrimidin C(C)C=1C(=CC=C2C=C(C=C(C12)N1C=C2N=C(N=CC2=CC1C(F)(F)F)OC([2H])([2H])C1(CC1)CN1CCCC1)O)F